Cl.C(C)N(C=1C=2C=CC=NC2C=CC1)C1CCNCC1 N-Ethyl-N-(piperidin-4-yl)quinolin-5-amine hydrochloride